3,4-dihydroxy-N-(5-(5-methoxybenzo[d]oxazol-2-yl)-8-(methylamino)-2,7-naphthyridin-3-yl)-3-methylbutanamide OC(CC(=O)NC=1N=CC2=C(N=CC(=C2C1)C=1OC2=C(N1)C=C(C=C2)OC)NC)(CO)C